BrC1=C(C=C(C=C1)Br)C1=CC=CC=C1 2,5-dibromo-1,1'-biphenyl